N-(4-((4-(6-(1H-imidazol-2-yl)-2-methylpyridin-3-yl)piperazin-1-yl)methyl)thiophen-2-yl)-2-oxobutanamide N1C(=NC=C1)C1=CC=C(C(=N1)C)N1CCN(CC1)CC=1C=C(SC1)NC(C(CC)=O)=O